C(C1=CC=CC=C1)OC1=NC(=CC=C1N1CN(C2=C1C=CC(=C2)Br)C2COC2)OCC2=CC=CC=C2 (2,6-bis(benzyloxy)pyridin-3-yl)-5-bromo-3-(oxetan-3-yl)-1H-benzo[d]imidazol